BrC1=CC=C(C=C1)C(F)F bromo-4-(difluoromethyl)benzene